C(CC)(=O)OCC(C)C i-butyl propionate